ethyl N-(1-bromoimidazo[1,5-a]pyridin-3-yl)-N-(tert-butoxycarbonyl)glycinate BrC=1N=C(N2C1C=CC=C2)N(CC(=O)OCC)C(=O)OC(C)(C)C